NC(C(=O)O)CCC1=CN=CN1C(C1=CC=C(C=C1)C)(C1=CC=CC=C1)C1=CC=CC=C1 2-Amino-4-(1-(diphenyl(p-tolyl)methyl)-1H-imidazol-5-yl)butanoic acid